[Fe+3].CC(CC(C)=O)=O.CC(CC(C)=O)=O.CC(CC(C)=O)=O tri(2,4-pentanedione) iron (III)